N[S@](=NC(CC=1C(=C2COCC2=CC1C(C)C)C(C)C)=O)(=O)C=1SC=C(C1)C(C)(C)O (R)-N-(amino(4-(2-hydroxypropan-2-yl)thiophen-2-yl)(oxo)-λ6-sulfaneylidene)-2-(4,6-diisopropyl-1,3-dihydroisobenzofuran-5-yl)acetamide